tert-butyl 4-((6-(2-allyl-6-((1-isopropyl-1H-benzo[d]imidazol-5-yl)amino)-3-oxo-2,3-dihydro-1H-pyrazolo[3,4-d]pyrimidin-1-yl)pyridin-2-yl)oxy)piperidine-1-carboxylate C(C=C)N1N(C2=NC(=NC=C2C1=O)NC1=CC2=C(N(C=N2)C(C)C)C=C1)C1=CC=CC(=N1)OC1CCN(CC1)C(=O)OC(C)(C)C